1-[7-(2-amino-1,3-benzothiazol-4-yl)-6-chloro-8-fluoro-4-piperazin-1-yl-quinazolin-2-yl]azetidin-3-ol NC=1SC2=C(N1)C(=CC=C2)C2=C(C=C1C(=NC(=NC1=C2F)N2CC(C2)O)N2CCNCC2)Cl